((6-fluoro-2-methylpyridin-3-yl)oxy)-4-methyl-5-(trifluoromethyl)nicotinic acid methyl ester COC(C1=C(N=CC(=C1C)C(F)(F)F)OC=1C(=NC(=CC1)F)C)=O